C1(CCCCC1)C1=C(C=CC(=C1)NCC1=CC=C(C=C1)C(F)(F)F)NC(CCCCC[C@@H](CF)F)=O (7S)-N-(2-cyclohexyl-4-((4-(trifluoromethyl)benzyl)amino)phenyl)-7,8-difluorooctanamide